4,6-dichloro-2-vinylpyrimidine ClC1=NC(=NC(=C1)Cl)C=C